ClC1=CC(=C(NC2=C(C=CC=C2)[N+](=O)[O-])C(=C1)C(C)C)C(C)C 4-chloro-2,6-diisopropyl-N-(2-nitrophenyl)aniline